[C-]#N.C(CCCCCCCCCC)[NH+]1C(CCC1)CCCC 1-Undecyl-2-butylpyrrolidinium cyanid